C(CCC)(=O)OC1COCC1 tetrahydrofuran-3-yl butyrate